5H-2,7-naphthyridin C1=NC=CC=2CCN=CC12